ClC1=C(C=C(C(=C1)F)C1=C(C(=C(C(=C1F)F)F)F)F)SC(C(=O)OC)C methyl 2-({4-chloro-2',3',4',5',6,6'-hexafluoro-[1,1'-biphenyl]-3-yl}sulfanyl)propanoate